3-(4-chlorophenyl)-1-(2-hydroxy-4-methoxyphenyl)-2-propen-1-one ClC1=CC=C(C=C1)C=CC(=O)C1=C(C=C(C=C1)OC)O